7-[(2R,4S)-2-(2-cyclopropyl-4-pyridyl)tetrahydropyran-4-yl]-9-(4,4-difluorocyclohexyl)-2,3-dimethyl-pyrimido[1,2-b]pyridazin-4-one C1(CC1)C1=NC=CC(=C1)[C@@H]1OCC[C@@H](C1)C=1C=C(C=2N(N1)C(C(=C(N2)C)C)=O)C2CCC(CC2)(F)F